CON1C(C2(C3=CC=CC=C13)CC2)=O methoxy-2'-oxospiro[cyclopropane-1,3'-indoline]